COC1=NC(=NC=C1C1CCN(CC1)C(=O)OC(C)(C)C)N1[C@@H](C2=C(NC=3N=NC(=CC32)C3=C(C=CC=C3)OCOC)CC1)C (R)-tert-butyl 4-(4-methoxy-2-(3-(2-(methoxymethoxy)phenyl)-5-methyl-7,8-dihydro-5H-pyrido[3',4':4,5]pyrrolo[2,3-c]pyridazin-6(9H)-yl)pyrimidin-5-yl)piperidine-1-carboxylate